6-((3S,4S)-4-amino-3-methyl-2-oxa-8-azaspiro[4.5]decan-8-yl)-3-((2-aminophenyl)ethynyl)-5-methyl-1,5-dihydro-4H-pyrazolo[3,4-d]pyrimidin-4-one N[C@@H]1[C@@H](OCC12CCN(CC2)C=2N(C(C1=C(N2)NN=C1C#CC1=C(C=CC=C1)N)=O)C)C